N1=CC=C(C=C1)C1=CC=C(C=C1)NC(NC=1SC=CC1C(=O)N)=O (3-(4-(pyridin-4-yl)phenyl)ureido)thiophene-3-carboxamide